ethyl-2,2-difluoro-1,3-benzodioxole-5-carboxylate C(C)OC(=O)C1=CC2=C(OC(O2)(F)F)C=C1